C1(CC1)N1N=CC(=C1)C=1C=C(C=CC1)N(C(=O)[C@@H]1CC[C@H](CC1)C(=O)OC(C)C)C[C@@H]1CC[C@H](CC1)C1=CC(=C(C=C1)OC)C trans-Isopropyl 4-((3-(1-cyclopropyl-1H-pyrazol-4-yl)phenyl)((trans-4-(4-methoxy-3-methylphenyl)cyclohexyl)methyl)carbamoyl)cyclohexanecarboxylate